C1(CC1)C1=NN(C=N1)C1CC2(CN(C2)C(=O)N2CC3(C2)CCC(CC3)CC3=NN=C(N3)C(F)(F)F)C1 [6-(3-cyclopropyl-1,2,4-triazol-1-yl)-2-azaspiro[3.3]heptan-2-yl]-[7-[[5-(trifluoromethyl)-4H-1,2,4-triazol-3-yl]methyl]-2-azaspiro[3.5]nonan-2-yl]methanone